5-amino-3-(4-bromophenyl)-1-(2-methoxy-1-methyl-ethyl)pyrazole-4-carbonitrile NC1=C(C(=NN1C(COC)C)C1=CC=C(C=C1)Br)C#N